Ethyl (R)-4-(4-(1-(2-cyano-1-cyclopentylethyl)-1H-pyrazol-4-yl)-7H-pyrrolo[2,3-d]pyrimidin-7-yl)-4-oxobutanoate C(#N)C[C@H](C1CCCC1)N1N=CC(=C1)C=1C2=C(N=CN1)N(C=C2)C(CCC(=O)OCC)=O